2,15,17-trihydroxyandrost-4-en-3-one OC1C(C=C2CC[C@H]3[C@@H]4C(CC([C@@]4(C)CC[C@@H]3[C@]2(C1)C)O)O)=O